(R)-N-(3-(1-((2-amino-5-chloropyridin-3-yl)oxy)ethyl)-phenyl)-2,3-dihydrobenzo[b]thiophene-4-carboxamide 1,1-dioxide NC1=NC=C(C=C1O[C@H](C)C=1C=C(C=CC1)NC(=O)C1=CC=CC=2S(CCC21)(=O)=O)Cl